3-hydroxypentanoate OC(CC(=O)[O-])CC